C(C)OC=1C=C(C=CC1C=1NC(C2=C(N1)NN=N2)=O)C2=CC(=CC(=C2)F)O[C@@H](C(=O)O)C (R)-2-((3'-ethoxy-5-fluoro-4'-(7-oxo-6,7-dihydro-3H-[1,2,3]triazolo[4,5-d]pyrimidin-5-yl)-[1,1'-biphenyl]-3-yl)oxy)propanoic acid